1-(2-(4-methoxypiperidin-1-yl)benzo[d]oxazol-6-yl)-4-oxo-6-(4-(pyrrolidin-1-yl)phenyl)-1,4-dihydropyridine-3-carboxylic acid COC1CCN(CC1)C=1OC2=C(N1)C=CC(=C2)N2C=C(C(C=C2C2=CC=C(C=C2)N2CCCC2)=O)C(=O)O